tert-butyl 5-(1-(tert-butoxycarbonyl)-3-oxopiperidin-4-yl)-2-(2,6-dimethylpyridin-4-yl)-3-isopropyl-1H-indole-1-carboxylate C(C)(C)(C)OC(=O)N1CC(C(CC1)C=1C=C2C(=C(N(C2=CC1)C(=O)OC(C)(C)C)C1=CC(=NC(=C1)C)C)C(C)C)=O